NC1=NN2C(N=CC=C2)=C1C(=O)NC(C)C=1C=C(C=2N(C1N1C[C@@H]([C@H](C1)O)F)C=NC2)Cl 2-Amino-N-(1-(8-chloro-5-((3S,4S)-3-fluoro-4-hydroxypyrrolidin-1-yl)imidazo[1,5-a]pyridin-6-yl)ethyl)pyrazolo[1,5-a]pyrimidine-3-carboxamide